(Z)-8-(4-(tert-butyl)phenyl)-6-(methylimino)-3,4-dihydro-2H,6H-pyrimido[2,1-b][1,3]thiazine-7-carbonitrile C(C)(C)(C)C1=CC=C(C=C1)C=1N=C2SCCCN2\C(\C1C#N)=N/C